N-[(6-Amino-2-pyridyl)sulfonyl]-2-(2,4-dimethylphenoxy)-6-(6-methoxy-5-methyl-3-pyridyl)pyridin-3-carboxamid NC1=CC=CC(=N1)S(=O)(=O)NC(=O)C=1C(=NC(=CC1)C=1C=NC(=C(C1)C)OC)OC1=C(C=C(C=C1)C)C